4-{[(6-chloropyridin-3-yl)methyl](2,4,5-trifluorobenzyl)amino}furan-2(5H)-one ClC1=CC=C(C=N1)CN(C1=CC(OC1)=O)CC1=C(C=C(C(=C1)F)F)F